NC1=CC=C(C=C1)[C@H]1O[C@@H]2C[C@H]3[C@@H]4CCC5=CC(C=C[C@@]5([C@H]4[C@H](C[C@@]3([C@@]2(O1)C(CO)=O)C)O)C)=O (1S,2S,4R,6S,8S,9S,11S,12S,13R)-6-(4-Aminophenyl)-11-hydroxy-8-(2-hydroxyacetyl)-9,13-dimethyl-5,7-dioxapentacyclo[10.8.0.02,9.04,8.013,18]icosa-14,17-dien-16-one